3-ethynyl-3-hydroxy-1-methylpyrrolidin-2-one C(#C)C1(C(N(CC1)C)=O)O